BrC=1C(=C(N(N1)C)NC(OC(C)(C)C)=O)C(F)(F)F tert-butyl N-[5-bromo-2-methyl-4-(trifluoromethyl)pyrazol-3-yl]carbamate